(3aR,5s,6aS)-N-(6-(2-methoxyphenyl)-4-(trifluoromethyl)pyridazin-3-yl)-2-((tetrahydro-2H-pyran-4-yl)methyl)octahydro-cyclopenta[c]pyrrol-5-amine COC1=C(C=CC=C1)C1=CC(=C(N=N1)NC1C[C@@H]2[C@@H](CN(C2)CC2CCOCC2)C1)C(F)(F)F